5'-Fluoro-4-methyl-[3,4'-bipyridine]-2'-carbonitrile FC=1C(=CC(=NC1)C#N)C=1C=NC=CC1C